COCCNC(=O)C1=CC2=C(N3C=4C=CC=CC4N=C13)N=CC=C2N2CCN(CCC2)C 4-(4-Methyl-[1,4]diazepan-1-yl)-1,7,11b-triaza-benzo[c]fluorene-6-carboxylic acid (2-methoxy-ethyl)-amide